NC=1C=2N(C3=C(N1)C=NC(=C3)C(=O)N3[C@H]1C4=C(O[C@@H](CC3)C1)C=C(C(=C4)F)C(F)(F)F)C=NC2C (4-amino-3-methylimidazo[1,5-a]pyrido[3,4-e]pyrazin-8-yl)((2S,6R)-8-fluoro-9-(trifluoromethyl)-3,4-dihydro-2H-2,6-methanobenzo[b][1,5]oxazocin-5(6H)-yl)methanone